2-(3,9-Diazabicyclo[3.3.1]nonan-9-yl)-5-(4-chloro-2-ethyl-2H-indazol-5-yl)-3-methyl-3,7-dihydro-4H-pyrrolo[2,3-d]pyrimidin-4-one C12CNCC(CCC1)N2C=2N(C(C1=C(N2)NC=C1C1=C(C2=CN(N=C2C=C1)CC)Cl)=O)C